N-methylazepanium C[NH+]1CCCCCC1